(4-amino-1,3-dihydrofuro[3,4-c][1,7]naphthyridin-8-yl)((3S,4aS,9bS)-3,9-difluoro-7-(trifluoromethyl)-3,4,4a,9b-tetrahydrobenzofuro[3,2-b]pyridin-1(2H)-yl)methanone NC1=NC=2C=NC(=CC2C2=C1COC2)C(=O)N2[C@@H]1[C@H](C[C@@H](C2)F)OC2=C1C(=CC(=C2)C(F)(F)F)F